2-([1,1'-biphenyl]-4-ylsulfonyl)acetic acid C1(=CC=C(C=C1)S(=O)(=O)CC(=O)O)C1=CC=CC=C1